4-phenyl-2-(2,2,2-trifluoroethan-1-on-1-yl)benzo[f]quinolin C1(=CC=CC=C1)N1CC(=CC=2C3=C(C=CC12)C=CC=C3)C(C(F)(F)F)=O